FC1=C(C(=C(C=C1N1N=C(C2=CC(=CC=C12)N(C1CCOCC1)C)NC)C(F)(F)F)F)O 2,6-Difluoro-3-(5-(methyl(tetrahydro-2H-pyran-4-yl)amino)-3-(methylamino)-1H-indazol-1-yl)-5-(trifluoromethyl)phenol